C1=NC=C(C=2C3=CC=CC=C3NC12)C(=O)O 9H-β-carboline-4-carboxylic acid